tert-butyl N-[3-[(5-bromonaphthalene-1-carbonyl) amino]propyl]carbamate BrC1=C2C=CC=C(C2=CC=C1)C(=O)NCCCNC(OC(C)(C)C)=O